C(#N)CCNC(C1=C(C(=CC=C1)N1CC(C1)OC1=CC=C(C=C1)CO)N1C=CC=C1)=O N-(2-cyanoethyl)-3-(3-(4-(hydroxymethyl)phenoxy)azetidin-1-yl)-2-(1H-pyrrol-1-yl)benzamide